C(C(C)C)C1OCC(CO1)C 2-isobutyl-5-methyl-1,3-dioxane